norbornadiene chloride [Cl-].C12=CC=C(CC1)C2